ClCC1=C(C#N)C=CC=C1 2-(chloromethyl)benzonitrile